tert-Butyl (6aR)-4-chloro-1-fluoro-3-(2-fluoro-6-hydroxyphenyl)-12-oxo-6a,7,9,10-tetrahydro-12H-pyrazino[2,1-c]pyrido[3,4-f][1,4]oxazepine-8(6H)-carboxylate ClC1=C(N=C(C=2C(N3[C@@H](COC21)CN(CC3)C(=O)OC(C)(C)C)=O)F)C3=C(C=CC=C3O)F